2-Ethyl-6-(4,4,5,5-tetramethyl-1,3,2-dioxaborolan-2-yl)-1,3-benzoxazole C(C)C=1OC2=C(N1)C=CC(=C2)B2OC(C(O2)(C)C)(C)C